CC1=CC=C(C=C1)S(=O)(=O)OCC(CO)(C)N1N=C(C=C1)I 3-hydroxy-2-(3-iodo-1H-pyrazol-1-yl)-2-methylpropyl 4-methylbenzenesulfonate